BrC1=NC=2N(C(NC(C2N1C)=O)=O)CC(C)O 8-bromo-3-(2-hydroxypropyl)-7-methyl-3,7-dihydro-1H-purine-2,6-dione